C(C)C=1C=C(C=CC1C(=O)N1CCN(CC1)C(=O)[C@H]1CNCC1)NC(=O)C=1N(C(=CN1)C=1C(=NN(C1)CC=1C=NC=CC1)C(F)(F)F)C N-[3-ethyl-4-[4-[(3R)-pyrrolidine-3-carbonyl]piperazine-1-carbonyl]phenyl]-1-methyl-5-[1-(pyridin-3-ylmethyl)-3-(trifluoromethyl)pyrazol-4-yl]imidazole-2-carboxamide